C(C)(C)(C)OC(=O)N1C(COCC1)C1=NC=CC(=C1)Br 3-(4-bromopyridin-2-yl)morpholine-4-carboxylic acid tert-butyl ester